CC1=CC=C(C[C@H]2N(CCC2)C2=NC(=CC(N2)=O)N2CCOCC2)C=C1 (S)-2-(2-(4-methylbenzyl)pyrrolidin-1-yl)-6-morpholinopyrimidin-4(3H)-one